C1=CC=CC=2C3=CC=CC=C3C(=CC12)C1=CC=C(C=C1)NC1=CC=C(C(=C1)C1=CC=CC=C1)C1=CC(=CC=C1)C1=CC=CC=C1 (4-phenanthren-9-yl-phenyl)-[1,1':2',1'':3'',1''']quaterphenyl-5'-yl-amine